O1CCCC2=CC=CC=C12 oxatetralin